CS(=O)(=O)[O-].[Mn+2].CS(=O)(=O)[O-] manganese (II) methanesulphonate